ClC1=CC=C(COC2=NN=C(S2)NC(C2=C(N=CC=C2)C2=C(C=CC=C2)Cl)=O)C=C1 N-(5-((4-chlorobenzyl)oxy)-1,3,4-thiadiazol-2-yl)-2-(2-chlorophenyl)nicotinamide